S1CCC(CC1)NC(=S)N1C=NC=C1 N-(tetrahydro-2H-thiopyran-4-yl)-1H-imidazole-1-carbothioamide